7-bromo-5-fluoro-3-methyl-1H-quinoxalin-2-one BrC1=CC(=C2N=C(C(NC2=C1)=O)C)F